[4-(7-methyl-5,8-dihydrooxepino[3,2-f]benzofuran-2-yl)phenyl](piperidin-1-yl)methanone CC1=CCC=2C(=CC3=C(C=C(O3)C3=CC=C(C=C3)C(=O)N3CCCCC3)C2)OC1